2,4,6-triisopropoxyphenol C(C)(C)OC1=C(C(=CC(=C1)OC(C)C)OC(C)C)O